FC(OC1=CC=C(C=N1)CC1CC2(CN(C2)C(=O)N2C[C@H](CC2)C(=O)N)C1)(F)F (3S)-1-[6-[[6-(trifluoromethoxy)-3-pyridyl]methyl]-2-azaspiro[3.3]heptane-2-carbonyl]pyrrolidine-3-carboxamide